cyclohexene-imine C1(C=CCCC1)=N